ClC=1C=2C(=N[C@H](C3=NC(=NN3C2C=NC1C(F)(F)F)N)C)C1=C(C=CC=C1F)F (7S)-11-chloro-9-(2,6-difluorophenyl)-7-methyl-12-(trifluoromethyl)-2,3,5,8,13-pentazatricyclo[8.4.0.02,6]tetradeca-1(10),3,5,8,11,13-hexaen-4-amine